F[C@H]1[C@@H](C[C@]2([C@@H](C[C@@]1(N2)[2H])F)C)C(=C)C=2N=NC(=CN2)C2=C(C=C(C=C2)N2C=NC=C2)O 2-(3-(1-((1S,3S,4S,5S,7R)-4,7-difluoro-1-methyl-8-azabicyclo[3.2.1]octan-3-yl-5-d)vinyl)-1,2,4-triazin-6-yl)-5-(1H-imidazol-1-yl)phenol